OCC(CO)CCCCC 3-hydroxymethyl-oxaoctane